C1(=CC=CC=C1)N1[C@H](C2=CC=CC=C2CC1)[C@H]1OCCC1 (R)-2-phenyl-1-((S)-tetrahydrofuran-2-yl)-1,2,3,4-tetrahydroisoquinoline